1-[2-(5-methyl-3-methylsulfonyl-pyrazol-1-yl)-6-[5-[(6-methylpyridazin-3-yl)amino]benzimidazol-1-yl]-3-pyridyl]ethanone CC1=CC(=NN1C1=NC(=CC=C1C(C)=O)N1C=NC2=C1C=CC(=C2)NC=2N=NC(=CC2)C)S(=O)(=O)C